S(=O)(=O)(O)C(C(=O)OCC(CCCC)CC)CC(=O)OCC(CCCC)CC.[Na] sodium bis(2-ethyl hexyl) sulfosuccinate